(5R)-3-[6-(3,5-dimethoxyphenoxy)-2-pyridyl]-5-ethyl-5-methylimidazolidine-2,4-dione COC=1C=C(OC2=CC=CC(=N2)N2C(N[C@](C2=O)(C)CC)=O)C=C(C1)OC